Palladium pivalate C(C(C)(C)C)(=O)[O-].[Pd+2].C(C(C)(C)C)(=O)[O-]